C(C)(C)(C)OC(N(CCC1=CC=CC=C1)CCCNC[C@@H]1[C@H]([C@H]([C@@H](C1)N1C=C(C2=C1N=C(N=C2)Cl)C=2SC=C(C2)CC2=CC=CC=C2)O)O)=O tert-butyl-N-[3-({[(1R,2R,3S,4R)-4-[5-(4-benzylthiophen-2-yl)-2-chloropyrrolo[2,3-d]pyrimidin-7-yl]-2,3-dihydroxycyclopentyl]methyl}amino)propyl]-N-(2-phenylethyl)carbamate